(E)-dioxane-2,5-dione O1C(COC(C1)=O)=O